N1-(5,6,7,8-tetrahydronaphthalen-2-yl)cyclohexane-1,4-diamine C1=C(C=CC=2CCCCC12)NC1CCC(CC1)N